3-fluoro-4-((methylamino)methyl)piperidine-1-carboxylic acid tert-butyl ester C(C)(C)(C)OC(=O)N1CC(C(CC1)CNC)F